methyl-oct-6-enoic acid CC(C(=O)O)CCCC=CC